ClC1=CC2=C(C=N1)NC(N2C2=CC=C(C=C2)C(C#N)(C)C)=O 2-(4-(6-Chloro-2-oxo-2,3-dihydro-1H-imidazo[4,5-c]pyridin-1-yl)phenyl)-2-methylpropanenitrile